3-[6-[(E)-but-2-enyl]-7-oxo-1H-pyrrolo[2,3-c]pyridin-4-yl]-N-(cyclopropylmethyl)-4-methoxybenzamide C(\C=C\C)N1C(C2=C(C(=C1)C=1C=C(C(=O)NCC3CC3)C=CC1OC)C=CN2)=O